C1(CC1)C(C(=O)N1CC2(CC2)C(C1CC=1C(=C(C=CC1)C1=CC(=CC(=C1)F)F)F)NS(=O)(=O)C(F)F)(C)O N-(5-(2-cyclopropyl-2-hydroxypropanoyl)-6-((2,3',5'-trifluoro-[1,1'-biphenyl]-3-yl)methyl)-5-azaspiro[2.4]heptan-7-yl)-1,1-difluoromethanesulfonamide